2-(4-fluorophenyl)-4-[3-(morpholin-4-yl)pyridin-4-yl]-2,3-dihydro-1H-pyrrolo[3,4-c]pyridin-1-one FC1=CC=C(C=C1)N1CC=2C(=NC=CC2C1=O)C1=C(C=NC=C1)N1CCOCC1